2-(1-chloroethyl)-5-methyl-thiazole ClC(C)C=1SC(=CN1)C